CN1[C@H]2[C@@](CCC1)(CCC2)COC=2N=C(C1=C(N2)C(=C(N=C1OC)C1=CC(=CC2=CC=C(C(=C12)C#C)F)O)F)N1CCOCCC1 4-(2-{[(4aS,7aR)-1-methyl-octahydro-1H-cyclopenta[b]pyridin-4a-yl]methoxy}-8-fluoro-5-methoxy-4-(1,4-oxazepan-4-yl)pyrido[4,3-d]pyrimidin-7-yl)-5-ethynyl-6-fluoronaphthalen-2-ol